bis(tri(4-methoxyphenyl)phosphine) palladium chloride [Pd](Cl)Cl.COC1=CC=C(C=C1)P(C1=CC=C(C=C1)OC)C1=CC=C(C=C1)OC.COC1=CC=C(C=C1)P(C1=CC=C(C=C1)OC)C1=CC=C(C=C1)OC